C(C1=CC=CC=C1)N1C(=NC2=C1C=C(C=C2)C#N)C2=C(C=CC=C2)N 1-benzyl-2-(2-aminophenyl)-1H-benzo[d]imidazole-6-carbonitrile